C1(=CC=CC=C1)C1=NC(=NC(=N1)C1=CC=CC=C1)C=1C=C(C=CC1)C1=C(C=CC=C1)B1OC(C(O1)(C)C)(C)C 2,4-diphenyl-6-(2'-(4,4,5,5-tetramethyl-1,3,2-dioxaborolan-2-yl)-[1,1'-biphenyl]-3-yl)-1,3,5-triazine